N-(2-(4,4-difluorocyclohexyl)-6-methylpyrimidin-4-yl)-2-(4,4-dimethyl-1,4-azasilinan-1-yl)-4-nitrobenzamide FC1(CCC(CC1)C1=NC(=CC(=N1)NC(C1=C(C=C(C=C1)[N+](=O)[O-])N1CC[Si](CC1)(C)C)=O)C)F